5-Bromo-6-fluoro-3-methyl-1-(tetrahydro-2H-pyran-2-yl)-1H-pyrazolo[4,3-b]pyridine BrC1=C(C=C2C(=N1)C(=NN2C2OCCCC2)C)F